COC=1C=C(CCC2=C(C=C(C=C2)O)O)C=C(C1)OC 4-(3,5-dimethoxyphenethyl)benzene-1,3-diol